2-(4-(2-(1-(4-fluorophenyl)ethyl)-2H-tetrazol-5-yl)phenylsulfonylamino)acetic acid FC1=CC=C(C=C1)C(C)N1N=C(N=N1)C1=CC=C(C=C1)S(=O)(=O)NCC(=O)O